FC(CN1C(=NC=2C1=NC(=CC2)C=2C=CN1N=C(N=CC12)C1(CCC(CC1)NC)N)C)F 1-(5-(3-(2,2-difluoroethyl)-2-methyl-3H-imidazo[4,5-b]pyridin-5-yl)pyrrolo[2,1-f][1,2,4]triazin-2-yl)-N4-methylcyclohexane-1,4-diamine